O-methyl-homoserine COCC[C@H](N)C(=O)O